(RS)-6-Chloro-pyridine-3-carboxylic acid (4-pyrrolidin-3-yl-phenyl)-amide hydrochloride Cl.N1C[C@H](CC1)C1=CC=C(C=C1)NC(=O)C=1C=NC(=CC1)Cl |r|